CC(C(=O)O)(C)C1CCOCC1 2-methyl-2-(tetrahydro-2H-pyran-4-yl)propionic acid